2-(phenylthio)-1-(2-(phenylthio)phenyl)-1H-pyrrole C1(=CC=CC=C1)SC=1N(C=CC1)C1=C(C=CC=C1)SC1=CC=CC=C1